7-chloro-5-fluoro-4H-isoquinoline ClC1=CC(=C2CCN=CC2=C1)F